4-((5-Chloro-7-(2-((3-ethyl-2,6-dioxo-4-(trifluoromethyl)-3,6-dihydropyrimidine-1(2H)-yl)methyl)thieno[3,2-b]pyridin-7-yl)-1H-indol-1-yl)methyl)piperidine-4-carbonitrile ClC=1C=C2C=CN(C2=C(C1)C1=C2C(=NC=C1)C=C(S2)CN2C(N(C(=CC2=O)C(F)(F)F)CC)=O)CC2(CCNCC2)C#N